CS(=O)(=O)OC1CCN(C2(CC2)C1)C(=O)OC(C)(C)C tert-butyl 7-(methanesulfonyloxy)-4-azaspiro[2.5]octane-4-carboxylate